ClN1C(N(C(NC1=O)=O)Cl)=O dichloro-S-triazinetrione